C(C1=CC=CC=C1)N1C(C(C(=C1C1=CC=C(C=C1)F)C)(C[Se]C1=CC=CC=C1)C)=O 1-benzyl-5-(4-fluorophenyl)-3,4-dimethyl-3-((phenylseleno)methyl)-1H-pyrrol-2(3H)-one